calcium bis(monoethyl (3,5-ditert-butyl-4-hydroxylbenzyl)phosphonate) C(C)C(C1=CC(=C(C(=C1)C(C)(C)C)O)C(C)(C)C)P([O-])([O-])=O.C(C)C(C1=CC(=C(C(=C1)C(C)(C)C)O)C(C)(C)C)P([O-])([O-])=O.[Ca+2].[Ca+2]